3,3,5-trifluoro-(S)-4-hydroxy-7-(methylylsulfanyl)-1,2,3,4-tetrahydroquinoline-2-one FC1(C(NC2=CC(=CC(=C2[C@@H]1O)F)S=C)=O)F